(Z)-1,2-dichloro-1,1,4,4,4-pentafluoro-2-butene ClC(/C(=C/C(F)(F)F)/Cl)(F)F